1-({[(1R)-1-(3,5-Diethoxy-4-Methylphenyl)Ethyl](4-Phenylpentyl)Carbamoyl}Amino)-3,3-Difluorocyclobutane-1-Carboxylic Acid C(C)OC=1C=C(C=C(C1C)OCC)[C@@H](C)N(C(=O)NC1(CC(C1)(F)F)C(=O)O)CCCC(C)C1=CC=CC=C1